2-bromo-1H-imidazole-4-carbaldehyde BrC=1NC=C(N1)C=O